NN1N=C(N=C1)N 2,5-diamino-1,2,4-triazole